2-((((((1R,2S,5R)-2-carbamoyl-7-oxo-1,6-diazabicyclo[3.2.1]octan-6-yl)oxy)sulfonyl)oxy)methyl)-2-methylpropane-1,3-diyl diacetate C(C)(=O)OCC(COC(C)=O)(C)COS(=O)(=O)ON1[C@@H]2CC[C@H](N(C1=O)C2)C(N)=O